The molecule is a hydroperoxyoctadecatrienoate that is the conjugate base of (9Z,11E,15Z)-13-hydroperoxyoctadecatrienoic acid, obtained by deprotonation of the carboxy group. Major microspecies at pH 7.3. It is a conjugate base of a (9Z,11E,15Z)-13-hydroperoxyoctadecatrienoic acid. CC/C=C\\CC(/C=C/C=C\\CCCCCCCC(=O)[O-])OO